C123C(C45C(C(C1)CC[Si]1(O[SiH](O[SiH](O[SiH](O1)C)C)C)C)(O4)O5)(O2)O3 tetraepoxycyclohexylethyl-2,4,6,8-tetramethyl-cyclotetrasiloxane